3-((2S)-3-(8-(benzo[c][1,2,5]thiadiazol-5-ylsulfonyl)-1-oxa-8-azaspiro[4.5]decan-3-ylamino)-2-hydroxypropoxy)-N-ethylbenzenesulfonamide N=1SN=C2C1C=CC(=C2)S(=O)(=O)N2CCC1(CC(CO1)NC[C@@H](COC=1C=C(C=CC1)S(=O)(=O)NCC)O)CC2